2-(1-(5-aminopyridin-2-yl)-2-methyl-1-oxopropan-2-yl)isonicotinonitrile NC=1C=CC(=NC1)C(C(C)(C)C=1C=C(C#N)C=CN1)=O